(4S)-5,5-difluoro-3-(trifluoromethyl)-1-[6-(trifluoromethyl)pyridin-3-yl]-4,6-dihydrocyclopenta[c]pyrazol-4-ol FC1([C@H](C2=C(N(N=C2C(F)(F)F)C=2C=NC(=CC2)C(F)(F)F)C1)O)F